FC(COC=1C=NC(=NC1)C=1C(=NC=CN1)C(C)N)F 1-[3-[5-(2,2-difluoroethoxy)pyrimidin-2-yl]pyrazin-2-yl]ethylamine